COC1=CC=C(C(=O)N2C3=C(SCC2)C(=CN=C3)C3=CC=C(C#N)C=C3)C=C1 4-(4-(4-methoxybenzoyl)-3,4-Dihydro-2H-pyrido[4,3-b][1,4]thiazin-8-yl)benzonitrile